5-(trifluoromethyl)-[1,2,4]triazolo[1,5-a]pyridine-2-carboxylic acid FC(C1=CC=CC=2N1N=C(N2)C(=O)O)(F)F